C1(CCC1)C1=NOC(=C1)C(O)C1=NN(N=C1I)C (3-cyclobutylisoxazol-5-yl)(5-iodo-2-methyl-2H-1,2,3-triazol-4-yl)methanol